OC1=CC(=NC2=C(C(=CC=C12)C1=C2C=C(C(=CC2=CC=2C=COC21)OC)OC)C)C 9-(4-hydroxyl-2,8-dimethylquinolin-7-yl)-6,7-dimethoxynaphtho[2,3]furan